(R)-2-((2-amino-3-methoxy-3-oxopropyl)(tert-butoxycarbonyl)amino)acetic acid N[C@H](CN(CC(=O)O)C(=O)OC(C)(C)C)C(=O)OC